C(C)(C)C1=C(C(=CC=C1)C(C)C)NC1=CC=C2C(=N1)N(C=C2)CC2=CC(=CC(=C2)C)C N-(2,6-diisopropylphenyl)-1-(3,5-dimethylbenzyl)-1H-pyrrolo[2,3-b]pyridin-6-amine